(3S)-3-(4-nitro-1-oxo-1,3-dihydro-2H-isoindol-2-yl)piperidine-2,6-dione [N+](=O)([O-])C1=C2CN(C(C2=CC=C1)=O)[C@@H]1C(NC(CC1)=O)=O